3-(2-((4-((R)-2-(4-chloro-2-fluorophenyl)-2-methylbenzo[d][1,3]dioxol-4-yl)piperidin-1-yl)methyl)-1-(((S)-oxetan-2-yl)methyl)-1H-benzo[d]imidazol-6-yl)-1,2,4-oxadiazol-5(4H)-one ClC1=CC(=C(C=C1)[C@]1(OC2=C(O1)C=CC=C2C2CCN(CC2)CC2=NC1=C(N2C[C@H]2OCC2)C=C(C=C1)C1=NOC(N1)=O)C)F